FC(C1=NC=C(C=N1)O[C@@H]1C[C@H](C1)NC(OC(C)(C)C)=O)(F)F tert-butyl (trans-3-((2-(trifluoromethyl) pyrimidin-5-yl) oxy) cyclobutyl)-carbamate